CC(C(=O)OC)(C(=O)OC)CCC dimethyl 2-methyl-2-propyl-propanedioate